C(C)(C)(C)OC(=O)N1[C@@H](C[C@H](C1)C)CCCOS(=O)(=O)C1=CC=C(C)C=C1 (2R,4R)-4-methyl-2-(3-(tosyloxy)propyl)pyrrolidine-1-carboxylic acid tert-butyl ester